trans-2-((4-(4-(4-Chlorophenyl)-5-(trifluoromethyl)-4H-1,2,4-triazol-3-yl)cyclohexyl)oxy)pyridin ClC1=CC=C(C=C1)N1C(=NN=C1C(F)(F)F)[C@@H]1CC[C@H](CC1)OC1=NC=CC=C1